C(CCC)(=O)N([C@@H](CCCCN)C(=O)[O-])C(CCC)=O.[Zn+2].C(CCC)(=O)N([C@@H](CCCCN)C(=O)[O-])C(CCC)=O zinc dibutyroyllysinate